ethyl 4-(4-(trifluoromethyl)benzyl)piperidine-4-carboxylate FC(C1=CC=C(CC2(CCNCC2)C(=O)OCC)C=C1)(F)F